C(C)(=O)N(C(=O)C1CCN(CC1)S(=O)(=O)C=1C=CC2=C(CCO2)C1)C=1C=CC2=C(N=CS2)C1 N-acetyl-N-(benzo[d]thiazol-5-yl)-1-((2,3-dihydrobenzofuran-5-yl)sulfonyl)piperidine-4-carboxamide